tert-Butyl 3-(2-methoxy-2-oxoethyl)-2-methylazetidine-1-carboxylate COC(CC1C(N(C1)C(=O)OC(C)(C)C)C)=O